(R)-Diethyl-carbamic acid 4-[(1,3-dimethyl-azetidin-3-yl)-hydroxy-(4-trifluoromethoxy-phenyl)-methyl]-benzyl ester CN1CC(C1)(C)[C@@](C1=CC=C(COC(N(CC)CC)=O)C=C1)(C1=CC=C(C=C1)OC(F)(F)F)O